The molecule is a hopanoid that consists of hop-22(29)-ene carrying an additional methyl substituent at the 2beta-position. It has a role as a bacterial metabolite. It is a hopanoid and a pentacyclic triterpenoid. It derives from a hop-22(29)-ene. C[C@H]1C[C@@]2([C@H]3CC[C@@H]4[C@]5(CC[C@@H]([C@@H]5CC[C@]4([C@@]3(CC[C@H]2C(C1)(C)C)C)C)C(=C)C)C)C